COC1=CC=C(C=C1)N1N=C(C2=C1C(N(CC2)C2=C(C=C(C=C2)N2C(CCC2)=O)C)=O)C(=O)N 1-(4-methoxyphenyl)-7-oxo-6-[2-methyl-4-(2-oxotetrahydropyrrol-1-yl)phenyl]-4,5,6,7-tetrahydro-1H-pyrazolo[3,4-c]pyridine-3-carboxamide